2-chloro-5-((1-(2,2-difluorocyclopropyl)-1H-pyrazol-4-yl)ethynyl)-4-fluoropyridine ClC1=NC=C(C(=C1)F)C#CC=1C=NN(C1)C1C(C1)(F)F